[Ir].C1(=CC=CC=C1)N(C1=CC=CC=C1)C1=CC=CC=C1 triphenylamine iridium